ClC=1C=C2C(=NN1)N(C[C@@H]1N2C[C@@H](C1)OC1=CC=C(C=C1)C=O)C(=O)OC(C)(C)C tert-butyl (6aR,8R)-2-chloro-8-(4-formylphenoxy)-6a,7,8,9-tetrahydropyrrolo[1',2':4,5]pyrazino[2,3-c]pyridazine-5(6H)-carboxylate